N-(2-(1-cyclopropyl-2-hydroxy-2-methylpropyl)-3-oxoisoindolin-4-yl)pyrazolo[1,5-a]pyridine-4-carboxamide C1(CC1)C(C(C)(C)O)N1CC2=CC=CC(=C2C1=O)NC(=O)C=1C=2N(C=CC1)N=CC2